4-bromo-2-(naphthalen-2-yl)-6-phenylpyridine BrC1=CC(=NC(=C1)C1=CC=CC=C1)C1=CC2=CC=CC=C2C=C1